ClC=1C=C(C=CC1)[C@@H]1N(C[C@H](N(C1)C(C(C)(C)C)=O)C)C(C(=O)OCC(F)(F)F)=O 2,2,2-trifluoroethyl 2-((2S,5R)-2-(3-chlorophenyl)-5-methyl-4-pivaloylpiperazin-1-yl)-2-oxoacetate